methyl 2-(3,4-dichlorophenyl)-8-methyl-1,2,3,4-tetrahydroisoquinoline-6-carboxylate ClC=1C=C(C=CC1Cl)N1CC2=C(C=C(C=C2CC1)C(=O)OC)C